N(C1=CC=CC=C1)CC1=COC2=C(C1=O)C=CC=C2 3-((anilino)methyl)-4H-benzopyran-4-one